(1R,3R)-3-((S)-6-(Methoxycarbonyl)-7-methyl-2-(2-(2-oxopiperidin-1-yl)ethyl)-6,7,8,9-tetrahydro-3H-imidazo[4,5-f]chinolin-3-yl)cyclohexan COC(=O)N1[C@H](CCC2=C3C(=CC=C12)N(C(=N3)CCN3C(CCCC3)=O)C3CCCCC3)C